ethyl-4-methoxybenzamide C(C)C1=C(C(=O)N)C=CC(=C1)OC